di-propylene glycol methyl ether acetate C(C)(=O)OCC(OCC(C)OC)C